4-((5-((1S,6R,7R)-7-(aminomethyl)-7-(2-fluorophenyl)-3-azabicyclo[4.1.0]heptan-3-yl)pyrazin-2-yl)thio)-3-chloropyridin-2-amine NC[C@@]1([C@@H]2CCN(C[C@H]12)C=1N=CC(=NC1)SC1=C(C(=NC=C1)N)Cl)C1=C(C=CC=C1)F